1-isopropyl-3-methyl-N-((1-methyl-1H-pyrazol-4-yl)methyl)-5-(4-methyloxazol-5-yl)-1H-pyrazolo[4,3-b]Pyridin-7-amine C(C)(C)N1N=C(C2=NC(=CC(=C21)NCC=2C=NN(C2)C)C2=C(N=CO2)C)C